FC(C1=C(C=C2CCCN(C2=C1)C=1C=C2C(=CN(C2=C(C1)C(C)C)C)C(=O)NC)C=1C=NN(C1)C)F 5-(7-(difluoromethyl)-6-(1-methyl-1H-pyrazol-4-yl)-3,4-dihydroquinolin-1(2H)-yl)-7-isopropyl-N,1-dimethyl-1H-indole-3-carboxamide